O.O=C([C@H](O)[C@@H](O)[C@H](O)[C@H](O)CO)O mono-D-gluconate monohydrate